(S)-3-(1-(6-(4-fluoro-1H-pyrazol-1-yl)pyridin-3-yl)ethyl)-2-isopropyl-1,3,8-triazaspiro[4.5]dec-1-en-4-one FC=1C=NN(C1)C1=CC=C(C=N1)[C@H](C)N1C(=NC2(C1=O)CCNCC2)C(C)C